OC1=CC=C(C=C1)C1(C=CC2=C(O1)C=1C=CC(=CC1C1=C2C(C2=CC(=CC=C21)C2=CC=CC=C2)(CC)CC)OC)C2=CC=C(C=C2)O 3,3-bis(4-hydroxyphenyl)-7-methoxy-11-phenyl-13,13-diethyl-3H,13H-indeno[2',3':3,4]-naphtho[1,2-b]pyran